3-(2-bromo-3-(1,4-benzodioxan-6-yl)anilino)-1-methylpyrazolo[4,5-b]pyridin BrC1=C(NC2=NN(C=3C2=NC=CC3)C)C=CC=C1C1=CC3=C(OCCO3)C=C1